COC=1C=C(C=CC1OC)C1=C(N=C2N1N=C(C=C2I)C)C (3,4-dimethoxyphenyl)-8-iodo-2,6-dimethylimidazo[1,2-b]pyridazine